NC1=NC(=C2N=CN(C2=N1)[C@H]1[C@]([C@@H]([C@H](O1)COP(=O)(OC1=CC=CC2=CC=CC=C12)N[C@H](C(=O)OCC(C)(C)C)C)O)(C)O)OC 2,2-dimethylpropyl (2S)-2-[[[(2R,3R,4R,5R)-5-(2-amino-6-methoxypurin-9-yl)-3,4-dihydroxy-4-methyloxolan-2-yl]methoxy-naphthalen-1-yloxyphosphoryl]amino]propanoate